O1COC2=C1C=CC(=C2)CN2C[C@@H]1[C@H](C2)CC(C1)COC=1N=NC(=CC1)C1=C(C=CC(=C1)F)Cl (3aR,6aS)-2-(1,3-benzodioxol-5-ylmethyl)-5-[[6-(2-chloro-5-fluoro-phenyl)pyridazin-3-yl]oxymethyl]-3,3a,4,5,6,6a-hexahydro-1H-cyclopenta[c]pyrrole